CC=1C=CC(=NC1)[C@H]1C[C@]2([C@@]1(C1=C(S2)C=CC=C1)C(=O)C1=CC=CC=C1)CCC ((1S,2aS,7bS)-1-(5-methylpyridin-2-yl)-2a-propyl-2,2a-dihydrobenzo[b]cyclobuta[d]thiophen-7b(1H)-yl)(phenyl)methanone